2-(3-chloro-1H-pyrazol-1-yl)-7-(isoquinolin-4-yl)-5,7-diazaspiro[3.4]octane-6,8-dione ClC1=NN(C=C1)C1CC2(C1)NC(N(C2=O)C2=CN=CC1=CC=CC=C21)=O